3-[[(1R)-1-(3,6-Dimethyl-4-oxo-2-phenyl-chromen-8-yl)ethyl]amino]-N-[(3S)-tetrahydrofuran-3-yl]pyridine-2-carboxamide CC1=C(OC2=C(C=C(C=C2C1=O)C)[C@@H](C)NC=1C(=NC=CC1)C(=O)N[C@@H]1COCC1)C1=CC=CC=C1